The molecule is a member of the class of benzotriazines that is 1,2,4-benzotriazine 1-oxide which is substituted by chlorine at position 7 and by a 1H-imidazol-1-yl group at position 3. A fungicide, it is used as a seed treatment for control of seed-borne Pyrenophora graminea and Pyrenophora teres in barley. It has a role as an antifungal agrochemical. It is a member of benzotriazines, a N-oxide, an organochlorine compound, a member of imidazoles and an imidazole fungicide. C1=CC2=C(C=C1Cl)[N+](=NC(=N2)N3C=CN=C3)[O-]